bis[2-(2-bromoisobutyroyloxy)undecyl]Disulfide BrC(C(=O)OC(CSSCC(CCCCCCCCC)OC(C(C)(C)Br)=O)CCCCCCCCC)(C)C